N-(4-bromonaphthalen-1-yl)-4-fluorobenzamide BrC1=CC=C(C2=CC=CC=C12)NC(C1=CC=C(C=C1)F)=O